E-4-amino-7-((5-methyl-6-(piperazin-1-yl)pyridin-3-yl)methyl)-N,N-dipropylimidazo[2,1-f][1,2,4]triazine-2-carboxamide NC1=NC(=NN2C1=NC=C2CC=2C=NC(=C(C2)C)N2CCNCC2)C(=O)N(CCC)CCC